[C@H]1([C@H](C([C@H]([C@H](C1O)O)OP(=O)([O-])[O-])O)OP(=O)([O-])[O-])O The molecule is an inositol phosphate oxoanion obtained by deprotonation of the four phosphate OH groups of 1D-myo-inositol 3,5-bisphosphate; major species at pH 7.3. It is a conjugate base of a 1D-myo-inositol 3,5-bisphosphate.